(R)-(4-chloro-2-(2-hydroxypropan-2-yl)oxazol-5-yl)(4-(pyrazolo[1,5-a]pyridin-2-yl)-6,7-dihydro-1H-imidazo[4,5-c]pyridin-5(4H)-yl)methanone ClC=1N=C(OC1C(=O)N1[C@H](C2=C(CC1)NC=N2)C2=NN1C(C=CC=C1)=C2)C(C)(C)O